4-(2-propenoyl-1,2,3,4-tetrahydro-1,4-methyleneisoquinolin-5-yl)-3-chloro-5-fluoro-2-methyl-1H-indole-7-carboxamide C(C=C)(=O)N1C2C3=CC=CC(=C3C(C1)C2)C2=C1C(=C(NC1=C(C=C2F)C(=O)N)C)Cl